4-(2-(2-(2-hydroxy-2-methylpropyl)-8-methoxy-1,2,3,4-tetrahydroisoquinolin-6-yl)-5H-pyrrolo[2,3-b]pyrazin-7-yl)-N,N-dimethylbenzamide OC(CN1CC2=C(C=C(C=C2CC1)C=1N=C2C(=NC1)NC=C2C2=CC=C(C(=O)N(C)C)C=C2)OC)(C)C